BrC1=C(C=C(C=C1)SC#N)C (4-bromo-3-methyl-phenyl) thiocyanate